tert-butyl 3-phenylazetidine-1-carboxylate C1(=CC=CC=C1)C1CN(C1)C(=O)OC(C)(C)C